(6S,8S)-3-(benzylamino)-8-ethyl-4-oxo-4,6,7,8-tetrahydropyrrolo[1,2-a]pyrazine-6-carboxylic acid C(C1=CC=CC=C1)NC1=NC=C2N(C1=O)[C@@H](C[C@@H]2CC)C(=O)O